tert-butyl (1R,4R)-4-aminocyclohexyl-(methyl)carbamate NC1CCC(CC1)N(C(OC(C)(C)C)=O)C